C(C)NC(=O)C1=NOC(=C1I)C1=C(C=C(C(=C1)Cl)OCC1=CC=CC=C1)OCC1=CC=CC=C1 5-(2,4-Bis-benzyloxy-5-chloro-phenyl)-4-iodo-isoxazole-3-carboxylic Acid Ethylamide